(S)-pivalate C(C(C)(C)C)(=O)[O-]